N-Formylaspartate C(=O)N[C@@H](CC(=O)[O-])C(=O)[O-]